2-[6-(methylsulfonyl)pyridin-2-yl]ethan-1-amine CS(=O)(=O)C1=CC=CC(=N1)CCN